C(C)OC=1C=CC(=C2C=CC=NC12)C1=NNC2=NC(=CN=C21)N2C[C@@H]1[C@]([C@@H]1CC2)(C2=C(C=CC=C2)F)CN ((1S,6R,7R)-3-(3-(8-ethoxyquinolin-5-yl)-1H-pyrazolo[3,4-b]pyrazin-6-yl)-7-(2-fluorophenyl)-3-azabicyclo[4.1.0]heptan-7-yl)methanamine